((E)-2-((2R,3S,4R,5R)-5-(3-benzoyl-2,4-dioxo-3,4-dihydropyrimidin-1(2H)-yl)-3-hydroxy-4-(2-methoxyethyl)tetrahydrofuran-2-yl)vinyl)phosphonic acid dimethyl ester COP(OC)(=O)\C=C\[C@H]1O[C@H]([C@@H]([C@@H]1O)CCOC)N1C(N(C(C=C1)=O)C(C1=CC=CC=C1)=O)=O